(E)-6-cyclopropyl-2-((3-(2-(2-(4-(dimethylamino)-N-methylbut-2-enamido)propanamido)ethyl)phenyl)amino)-5-methylnicotinamide C1(CC1)C1=NC(=C(C(=O)N)C=C1C)NC1=CC(=CC=C1)CCNC(C(C)N(C(\C=C\CN(C)C)=O)C)=O